N-(2-(3-fluorophenyl)-2,3-dihydrobenzo[b][1,4]dioxin-6-yl)acrylamide FC=1C=C(C=CC1)C1COC2=C(O1)C=CC(=C2)NC(C=C)=O